FC(C#CC(O)C1=CC=C(C=C1)SC)(F)F 4,4,4-trifluoro-1-(p-methylthiophenyl)but-2-yn-1-ol